3-(difluoromethoxy)-4-[4-(difluoromethanesulfonyl)-3-methyl-phenyl]-N-(2-methoxyethyl)-1H-pyrazolo[3,4-c]pyridine-5-carboxamide FC(OC1=NNC2=CN=C(C(=C21)C2=CC(=C(C=C2)S(=O)(=O)C(F)F)C)C(=O)NCCOC)F